triglycerol monooleate monostearate monocaprylate C(CCCCCCC)(=O)O.C(CCCCCCCCCCCCCCCCC)(=O)O.C(CCCCCCC\C=C/CCCCCCCC)(=O)O.OCC(O)CO.OCC(O)CO.OCC(O)CO